C1(CCCCC1)C(C(C)N)N 1-cyclohexyl-1,2-propanediamine